4-[4-fluoro-4-(methylsulfanylmethyl)-1-piperidyl]-8-methoxy-quinazoline FC1(CCN(CC1)C1=NC=NC2=C(C=CC=C12)OC)CSC